CN1C(=NN=C1)S[C@@H](C)C=1C=C(C=CC1)C1=CC(=NO1)C1=CC=C(C#N)C=C1 (S)-4-(5-(3-(1-(4-methyl-4H-1,2,4-triazol-3-ylsulfanyl)ethyl)phenyl)isoxazol-3-yl)benzonitrile